N1=CC=CC=2CN(CCC12)C1=CC=C(C=N1)C(=O)NCC1=CC(=NO1)CCC 6-(7,8-dihydro-1,6-naphthyridin-6(5H)-yl)-N-[(3-propyl-5-isoxazolyl)methyl]-3-pyridinecarboxamide